[N-](S(=O)(=O)C(F)(F)F)S(=O)(=O)C(F)(F)F.C(C)[N+](CCCCCCCCCCCCCCCC)(CCO)CCO ethyl-bis(2-hydroxyethyl)-hexadecyl-ammonium bis(trifluoromethanesulfonyl)imide